5-(5-chloro-2-((1S,6S)-6-(dimethylamino)cyclohex-3-en-1-yl)-7-((thiophen-2-ylmethyl)amino)thieno[3,2-b]pyridin-3-yl)pent-4-yn-1-ol ClC1=CC(=C2C(=N1)C(=C(S2)[C@H]2CC=CC[C@@H]2N(C)C)C#CCCCO)NCC=2SC=CC2